tert-Butyl 4-(2-ethoxy-2-oxo-ethyl)piperidine-1-carboxylate C(C)OC(CC1CCN(CC1)C(=O)OC(C)(C)C)=O